tert-butyl 2-{3-[(5-hydroxypentyl)oxy]phenyl}acetate OCCCCCOC=1C=C(C=CC1)CC(=O)OC(C)(C)C